2-phenylsulfonyl-1,4-phenylenediamine C1(=CC=CC=C1)S(=O)(=O)C1=C(C=CC(=C1)N)N